iron (II) ammonium sulfate S(=O)(=O)([O-])[O-].[NH4+].[Fe+2]